FC1=C(C(=C(C(=C1F)F)F)F)[B-](C1=C(C(=C(C(=C1F)F)F)F)F)(C1=C(C(=C(C(=C1F)F)F)F)F)C1=C(C(=C(C(=C1F)F)F)F)F.C[NH+](C1=CC=C(C=C1)CCCCCCCCCCCCCCCCCCC)CCCCCCCCCCCCCC N-methyl-4-nonadecyl-N-tetradecyl-anilinium [tetrakis(perfluorophenyl) borate]